6-(3-(1-cyclopropyl-1H-pyrazol-4-yl)-7,8-dihydro-1,6-naphthyridin-6(5H)-yl)-5-methylpyridazine-3-carbonitrile C1(CC1)N1N=CC(=C1)C=1C=NC=2CCN(CC2C1)C1=C(C=C(N=N1)C#N)C